COC1=C(C(=CC=C1)OC)C1=CN(C2=NC(=CC=C21)NC(=O)C2C([C@H]2F)C=O)COCC[Si](C)(C)C trans-N-(3-(2,6-dimethoxyphenyl)-1-((2-(trimethylsilyl)ethoxy)methyl)-1H-pyrrolo[2,3-b]pyridin-6-yl)-3(R)-fluoro-2-formylcyclopropane-1-carboxamide